tetracarboxylphenyl-palladium C(=O)(O)C=1C(=C(C(=C(C1)[Pd])C(=O)O)C(=O)O)C(=O)O